CC1=CC=C(OCC(=O)N(C=2SC=CN2)C2=NC=CC=C2)C=C1 2-(4-methylphenoxy)-N-(2-pyridyl)-N-thiazol-2-yl-acetamide